NC1CCN(CC1)C1=NC(=NC(=C1)NCC1=CC=C(C=C1)S(=O)(=O)C)NC=1SC(=C(N1)C)C(=O)OCC 2-[[4-(4-Amino-1-piperidinyl)-6-[[[4-(methylsulfonyl)phenyl]methyl]amino]-2-pyrimidinyl]amino]-4-methyl-5-thiazolecarboxylic acid, ethyl ester